FC1=C(C=CC(=C1)F)N1N=C(C2=CC=CC=C2C1=O)C=1C=C(C=CC1)CC(=O)O 2-(3-(3-(2,4-difluorophenyl)-4-oxo-3,4-dihydro-phthalazin-1-yl)phenyl)acetic acid